2-((4-fluoro-2-methylphenyl)-amino)-N-(3-methylpyridin-4-yl)-5-(trifluoromethyl)-benzamide FC1=CC(=C(C=C1)NC1=C(C(=O)NC2=C(C=NC=C2)C)C=C(C=C1)C(F)(F)F)C